ClC=1C=C(C=CC1)N1C(N([C@H]([C@@H]1C)C#N)C1=CN=CC2=CC=CC=C12)=O (4r,5s)-1-(3-chlorophenyl)-3-(isoquinolin-4-yl)-5-methyl-2-oxoimidazoline-4-carbonitrile